FC(C)(Cl)F Difluorochloroethane